BrC1=NC=C(C(=C1)F)Br 2,5-dibromo-4-fluoropyridine